NC1=NC2=CC(=CC(=C2C=C1Cl)F)CC(C)C=1[C@H]([C@H]([C@@H](C1)N1C=CC2=C1N=CN=C2C)O)O (1s,2r,5r)-3-(1-(2-amino-3-chloro-5-fluoroquinolin-7-yl)propan-2-yl)-5-(4-methyl-7H-pyrrolo[2,3-d]pyrimidin-7-yl)cyclopent-3-ene-1,2-diol